N-(vinyl-benzyl)-2-aminoethyl-3-aminopropylmethyldimethoxysilane hydrochloride Cl.C(=C)C(C1=CC=CC=C1)NCCC[Si](OCCCN)(OC)C